(S)-7-(1-propenylpiperidin-4-yl)-2-(4-phenoxyphenyl)-4,5,6,7-tetrahydroPyrazolo[1,5-a]Pyrimidine-3-carboxamide C(=CC)N1CCC(CC1)[C@@H]1CCNC=2N1N=C(C2C(=O)N)C2=CC=C(C=C2)OC2=CC=CC=C2